2-Fluoro-6-((6-fluoro-2-methylpyridin-3-yl)oxy)-3-(trifluoromethyl)benzoic acid FC1=C(C(=O)O)C(=CC=C1C(F)(F)F)OC=1C(=NC(=CC1)F)C